2-(4-isobutylphenyl)-2-chloroethane C(C(C)C)C1=CC=C(C=C1)C(C)Cl